4-(1-(1H-benzo[d]imidazol-6-yl)piperidin-4-yl)morpholine N1C=NC2=C1C=C(C=C2)N2CCC(CC2)N2CCOCC2